FC1(C(C1)(F)F)C=1NC=C(N1)CC1=CC=NC=C1 4-((2-(1,2,2-trifluorocyclopropyl)-1H-imidazol-4-yl)methyl)pyridine